CNCCC[Si](OCC)(OCC)OCC 3-(methylamino)propyltriethoxysilane